FC=1C=CC(=C(C1)C1CCN(CC1)[C@@H]1COC2(CNC2)C1)OC[C@@H]1COCC1 (S)-7-(4-(5-fluoro-2-(((S)-tetrahydrofuran-3-yl)methoxy)phenyl)piperidin-1-yl)-5-oxa-2-azaspiro[3.4]octane